tert-butyl N-{6-bromo-7-methylthieno[3,2-c]pyridazin-4-yl}-N-(thiophen-2-ylmethyl)carbamate BrC1=C(C=2N=NC=C(C2S1)N(C(OC(C)(C)C)=O)CC=1SC=CC1)C